BrC=1C=C(C=CC1)C1(CC1)NC(=O)C=1N=CN(C1)C1=NC(=CN=C1)OCC N-(1-(3-bromophenyl)cyclopropyl)-1-(6-ethoxypyrazin-2-yl)-1H-imidazole-4-carboxamide